5-(trifluoromethyl)-1H-benzotriazole FC(C1=CC2=C(NN=N2)C=C1)(F)F